methyl 4-oxo-7-(((trifluoromethyl)sulfonyl)oxy)-4H-chromene-2-carboxylate O=C1C=C(OC2=CC(=CC=C12)OS(=O)(=O)C(F)(F)F)C(=O)OC